1,1,1-Trimethylolethane trilaurate C(CCCCCCCCCCC)(=O)O.C(CCCCCCCCCCC)(=O)O.C(CCCCCCCCCCC)(=O)O.C(O)C(C)(CO)CO